C(C)(C)(C)OC(CCC(C(=O)N)N1C(C2=CC=C(C=C2C1)C[C@@H]1[C@H](CCCC1)NC(=O)OC(C)(C)C)=O)=O.N(=C=S)CCCN1CCCCC1 1-(3-isothiocyanatopropyl)piperidine tert-butyl-5-amino-4-(5-(((1R,2S)-2-((tert-butoxycarbonyl)amino)cyclohexyl)methyl)-1-oxoisoindolin-2-yl)-5-oxopentanoate